N1CC2(C=3C1=NC=C(C3)C=3C=C1C(C(NC1=CC3)=O)(C)C)CC2 5-(1',2'-dihydrospiro[cyclopropane-1,3'-pyrrolo[2,3-b]pyridin]-5'-yl)-3,3-dimethylindolin-2-one